C(C)OC(=O)C=1OC2=C(C1C)C=C(C=C2)S(N[C@H]2[C@@H](C2)C2=CC=CC=C2)(=O)=O 3-methyl-5-(N-((1R,2S)-2-phenylcyclopropyl)sulfamoyl)benzofuran-2-carboxylic acid ethyl ester